[Si](C1=CC=CC=C1)(C1=CC=CC=C1)(C(C)(C)C)OCCC(C)N1COC(C2=C1N=C(N=C2Cl)Cl)[2H] 1-(4-((tert-Butyldiphenylsilyl)oxy)butan-2-yl)-5,7-dichloro-2,4-dihydro-1H-pyrimido[4,5-d][1,3]oxazine-4-d1